trimethyl-phosphonium dichloride [Cl-].[Cl-].C[PH+](C)C.C[PH+](C)C